6-(6-ethynyl-4-methylpyridin-3-yl)-5-(3-fluoro-4-((4-methylpyrimidin-2-yl)oxy)phenyl)pyrrolo[2,1-f][1,2,4]triazin-4-amine C(#C)C1=CC(=C(C=N1)C=1C(=C2C(=NC=NN2C1)N)C1=CC(=C(C=C1)OC1=NC=CC(=N1)C)F)C